C(C)(=O)[O-].[Y+3].C(C)(=O)[O-].C(C)(=O)[O-] yttrium acetate